N-(3-(7-fluoro-2-((4-(piperidin-1-yl)phenyl)amino)quinazolin-8-yl)phenyl)acrylamide FC1=CC=C2C=NC(=NC2=C1C=1C=C(C=CC1)NC(C=C)=O)NC1=CC=C(C=C1)N1CCCCC1